2-(2,6-dimethyl-4-((3-(4-(methylsulfonyl)phenyl)-2,5-dioxoimidazolin-1-yl)methyl)phenoxy)-2-methylpropanoic acid CC1=C(OC(C(=O)O)(C)C)C(=CC(=C1)CN1C(N(CC1=O)C1=CC=C(C=C1)S(=O)(=O)C)=O)C